FC=1C=C2C(=CNC2=CC1)CCNC(C1=C(C=C(C=C1)C)O)=O N-(2-(5-fluoro-1H-indol-3-yl)ethyl)-2-hydroxy-4-methylbenzamide